Mannonic acid O=C([C@@H](O)[C@@H](O)[C@H](O)[C@H](O)CO)O